isopropyl (trans-4-(5-(2-(azetidin-1-ylsulfonyl)-4-(dimethylamino)phenyl)thiazol-2-yl)cyclohexyl)carbamate N1(CCC1)S(=O)(=O)C1=C(C=CC(=C1)N(C)C)C1=CN=C(S1)[C@@H]1CC[C@H](CC1)NC(OC(C)C)=O